1,4-bis[4'-(3-acryloyloxy-propoxy)-benzoyloxy]-2-methyl-benzene C(C=C)(=O)OCCCOC1=CC=C(C(=O)OC2=C(C=C(C=C2)OC(C2=CC=C(C=C2)OCCCOC(C=C)=O)=O)C)C=C1